ClC1=C(C=C(N=N1)N[C@H]1CN(CCC1)C(=O)OC(C)(C)C)C(F)(F)F tert-butyl (3R)-3-[[6-chloro-5-(trifluoromethyl)pyridazin-3-yl]amino]piperidine-1-carboxylate